C1(=CC=CC=C1)C1CCC=C1 5-phenylcyclopentene